C(C)(C)(C)OC(=O)N1C(CC(CC1)O)(C)C 4-hydroxy-2,2-dimethylpiperidine-1-carboxylic acid tert-butyl ester